1-(3-butoxyprop-1-en-1-yl)-4-butylcyclohexan-1-ol C(CCC)OCC=CC1(CCC(CC1)CCCC)O